Ethyl 5-{3'-fluoro-5'-methoxy-2',6-dimethyl-[4,4'-bipyridine]-3-amido}-1,3,4-thiadiazole-2-carboxylate FC=1C(=NC=C(C1C1=C(C=NC(=C1)C)C(=O)NC1=NN=C(S1)C(=O)OCC)OC)C